1-bromo-4-chloro-2,5-difluoro-benzene BrC1=C(C=C(C(=C1)F)Cl)F